(4-((R)-2-amino-3-(1H-pyrazol-1-yl)propoxy)phenyl)((R)-3-(4-fluorophenyl)pyrrolidin-1-yl)methanone, Hydrochloride Cl.N[C@@H](COC1=CC=C(C=C1)C(=O)N1C[C@H](CC1)C1=CC=C(C=C1)F)CN1N=CC=C1